NC1=C(C=CC=C1)NC(C1=CC=C(C=C1)CSC1=NN2C(C(=N1)NC1=NC=CC=C1C)=CC=C2)=O N-(2-aminophenyl)-4-[[[4-[(3-methylpyridin-2-yl)amino]pyrrolo[2,1-f][1,2,4]triazin-2-yl]thio]methyl]benzamide